CC1=NC(=NO1)C=1C=C(C(=O)NCCC(=O)Cl)C=CC1 3-[[3-(5-methyl-1,2,4-oxadiazol-3-yl)benzoyl]amino]propionyl chloride